COC1=C(C=CC=C1)C=1N=C2N(C=CC3=C2N(C2=CC=CC=C32)CCCC3=CC=CC=C3)C1 (Methoxyphenyl)-11-(3-phenylpropyl)-11H-imidazo[1',2':1,2]pyrido[3,4-b]indole